C(C)(C)(C)OC(=O)N1CC(C[C@@H](C1)N1C(N(C=2C(=NC=CC21)N(CC2=CC=C(C=C2)OC)CC2=CC=C(C=C2)OC)C2=CC=C(C=C2)OC2=CC=CC=C2)=O)(C)C (S)-5-(4-(bis(4-methoxybenzyl)amino)-2-oxo-3-(4-phenoxyphenyl)-2,3-dihydro-1H-imidazo[4,5-c]pyridin-1-yl)-3,3-dimethylpiperidine-1-carboxylic acid tert-butyl ester